trans-3-((Cyclopropylmethyl)amino)-5-(4-hydroxy-4-methylcyclohexyl)-8-((4-isopropylpiperazin-1-yl)methyl)pyrimido[4,5-c]isoquinolin-6(5H)-one C1(CC1)CNC=1N=CC2=C(N(C(C=3C=C(C=CC23)CN2CCN(CC2)C(C)C)=O)C2CCC(CC2)(C)O)N1